4-(2-fluoroethyl)benzylguanidine, trifluoroacetic Acid Salt FC(C(=O)O)(F)F.FCCC1=CC=C(CNC(=N)N)C=C1